C(=CCCC)C1=CC=CC=C1 pentenyl-benzene